4,6-dichloro-5-bromopyrimidine ClC1=NC=NC(=C1Br)Cl